1,1'-biphenyl-4,4'-dicarboxylic acid C1(=CC=C(C=C1)C(=O)O)C1=CC=C(C=C1)C(=O)O